C(C)(C)N1N=CC(=C1)C1=NC(=NC=C1C)NC1=NC=2NCCCC2C=C1 N-(4-(1-isopropyl-1H-pyrazol-4-yl)5-methylpyrimidin-2-yl)-5,6,7,8-tetrahydronaphthyridine-2-amine